C(C)(C)C(C(N)(C(C)C)C(C)C)(CCN)C(C)C tetraisopropyl-1,4-butanediamine